[Na].C1(=CC=CC=C1)C1(C2=CC=CC=C2C=2C=CC(=CC12)C1=CC=C(C=C1)NC1=C(C=CC=C1)C1=CC=2C=CC3=CC=CC=C3C2C=C1)C1=CC=CC=C1 N-(4-(9,9-diphenyl-9H-fluoren-2-yl)phenyl)-2-(phenanthren-2-yl)aniline sodium